4-oxodipyrido[2,3-b:4',3'-e]pyrazin O=C1CC=NC2=NC3=C(N=C21)C=CN=C3